CC1=C(C(=C(C1([Hf]C1(C=CC2=CC=3CC(CC3C=C12)(C)C)CCC1=CC=CC=C1)C)C)C)C pentamethylcyclopentadienyl(1-phenethyl-6,6-dimethyl-1,5,6,7-tetrahydro-s-indacenyl)hafnium